NC([C@H](CC1=CC=CC=C1)NC(=O)[C@H]1NC(CC1)=O)=O (S)-N-((S)-1-amino-1-oxo-3-phenylpropan-2-yl)-5-oxopyrrolidine-2-carboxamide